N-[4-[(3R,4R)-3-amino-4-fluoro-1-piperidyl]-5-(1-isopropylpyrazol-4-yl)-2-pyridyl]-1-isopropyl-pyrazolo[5,4-b]pyridin-6-amine N[C@@H]1CN(CC[C@H]1F)C1=CC(=NC=C1C=1C=NN(C1)C(C)C)NC1=CC=C2C(=N1)N(N=C2)C(C)C